tert-butyl (5-(4-(3-((2-cyanophenoxy)methyl)phenoxy)-2-methylphenyl)-4-oxo-4,5-dihydro-3H-1-thia-3,5,8-triazaacenaphthylen-2-yl)carbamate C(#N)C1=C(OCC=2C=C(OC3=CC(=C(C=C3)N3C(NC4=C(SC=5N=CC=C3C54)NC(OC(C)(C)C)=O)=O)C)C=CC2)C=CC=C1